Tert-Butyl (4S)-4-(2,5-difluorophenyl)-2-(3-ethoxy-3-oxopropanoyl)pyrrolidine-1-carboxylate FC1=C(C=C(C=C1)F)[C@@H]1CC(N(C1)C(=O)OC(C)(C)C)C(CC(=O)OCC)=O